COC=1C=NC2=CC=C(C=C2N1)C(C)N1C[C@@H](N(C[C@H]1C)C=1C=2C(N(C(C1)=O)C)=CN(N2)C2OCCCC2)C 7-((2S,5R)-4-(1-(3-methoxyquinoxalin-6-yl)ethyl)-2,5-dimethylpiperazin-1-yl)-4-methyl-2-(tetrahydro-2H-pyran-2-yl)-2,4-dihydro-5H-pyrazolo[4,3-b]pyridin-5-one